2-cyanoethyl (2-(2-(2-((2-(2,6-dioxopiperidin-3-yl)-1,3-dioxoisoindolin-4-yl)amino)ethoxy)ethoxy)ethyl) diisopropylphosphoramidite C(C)(C)N(P(OCCC#N)OCCOCCOCCNC1=C2C(N(C(C2=CC=C1)=O)C1C(NC(CC1)=O)=O)=O)C(C)C